ClC1=C(C(=NC=C1)N)N 4-chloropyridine-2,3-diamine